N-(7-bromo-4-{[(2,2,5-trimethyl-1,3-dioxan-5-yl)methyl]amino}quinolin-3-yl)-2-ethoxyacetamide BrC1=CC=C2C(=C(C=NC2=C1)NC(COCC)=O)NCC1(COC(OC1)(C)C)C